methyl (E)-3-(3-fluoro-5-(N-((4-(1-methyl-1H-indazol-5-yl)phenyl)methyl-d)benzamido)phenyl)acrylate FC=1C=C(C=C(C1)N(C(C1=CC=CC=C1)=O)C([2H])C1=CC=C(C=C1)C=1C=C2C=NN(C2=CC1)C)/C=C/C(=O)OC